5-((4-(2-chloro-6,7-dihydrothieno[3,2-d]pyrimidin-4-yl)piperazin-1-yl)methyl)-2-(2,6-dioxopiperidin-3-yl)isoindoline-1,3-dione ClC=1N=C(C2=C(N1)CCS2)N2CCN(CC2)CC=2C=C1C(N(C(C1=CC2)=O)C2C(NC(CC2)=O)=O)=O